FC([C@@H]1[C@H](C1)C1=CC(=NC=2N1C=CN2)C=2C(=NC(=NC2)OC)OC)F 5-((1S,2S)-2-(difluoromethyl)cyclopropyl)-7-(2,4-dimethoxypyrimidin-5-yl)imidazo[1,2-a]pyrimidine